4-(hydroxymethyl)pyridinecarboxamide OCC1=CC(=NC=C1)C(=O)N